1-(1',2'-Dihydrospiro[cyclopropane-1,3'-pyrrolo[2,3-b]pyridin]-5'-yl)-1H-indole-6-carbonitrile N1CC2(C=3C1=NC=C(C3)N3C=CC1=CC=C(C=C31)C#N)CC2